ClC=1C=CC=C2[C@H](CCOC12)N (S)-8-chlorochroman-4-amine